methyl 1-[5-(3-methyltriazol-4-yl)-3-pyridyl]-6-oxo-5-phenyl-pyridazine-3-carboxylate CN1N=NC=C1C=1C=C(C=NC1)N1N=C(C=C(C1=O)C1=CC=CC=C1)C(=O)OC